O=C1NC(CCC1N1C(C2=CC=C(C=C2C1)C(=O)NC=1C=NC=CC1C)=O)=O 2-(2,6-dioxopiperidin-3-yl)-N-(4-methylpyridin-3-yl)-1-oxo-3H-isoindole-5-carboxamide